(4-bromobutyl)-7H-dibenzo[C,g]carbazole BrCCCCC1=CC=CC=2C=CC=3NC=4C=CC5=C(C4C3C21)C=CC=C5